COC1=CC=C(C=C1)[C@@H]1CCC=C2CCN([C@@H]12)S(=O)(=O)CC1=CC=CC=C1 (7S,7aS)-7-(4-methoxyphenyl)-1-toluenesulfonyl-2,3,5,6,7,7a-hexahydro-1H-indole